4-(5-(5-fluoro-2-methoxypyridin-4-yl)-1H-pyrazole-3-carbonyl)-N-((S)-1-(oxetan-3-yl)pyrrolidin-3-yl)-4-azaspiro[2.5]octane-7-carboxamide FC=1C(=CC(=NC1)OC)C1=CC(=NN1)C(=O)N1C2(CC2)CC(CC1)C(=O)N[C@@H]1CN(CC1)C1COC1